FC1=CC=CC2=C1N(C(=N2)C2=NON=C2C)CC=2N=CC(=NC2)C#N 5-[[7-fluoro-2-(4-methyl-1,2,5-oxadiazol-3-yl)benzoimidazol-1-yl]methyl]pyrazine-2-carbonitrile